3-fluoro-[1,3'-biazetidine]-1'-carboxylic acid tert-butyl ester C(C)(C)(C)OC(=O)N1CC(C1)N1CC(C1)F